[Si](C)(C)(C(C)(C)C)OC[C@@H]1N(CC=2C1=NC=C(C2)C=C)C(=O)OC(C)(C)C |r| tert-butyl (R/S)-7-(((tert-butyldimethylsilyl)oxy)methyl)-3-vinyl-5,7-dihydro-6H-pyrrolo[3,4-b]pyridine-6-carboxylate